FC(OC1CC(C1)C(=O)NN)(F)F (1s,3s)-3-(trifluoromethoxy)cyclobutanecarbohydrazide